C[C@H](CC)N |r| racemic-2-butylamine